2,5-diiodohydroquinone IC1=C(O)C=C(C(=C1)O)I